The molecule is hexaanion of (3S)-citryl-CoA arising from deprotonation of phosphate, diphosphate and carboxy functions. It is a conjugate base of a (3S)-citryl-CoA. CC(C)(COP(=O)([O-])OP(=O)([O-])OC[C@@H]1[C@H]([C@H]([C@@H](O1)N2C=NC3=C(N=CN=C32)N)O)OP(=O)([O-])[O-])[C@H](C(=O)NCCC(=O)NCCSC(=O)C[C@@](CC(=O)[O-])(C(=O)[O-])O)O